5-[4-[4-(Aminomethyl)-3-(trifluoromethyl)pyrazol-1-yl]-6-fluoro-8-(methylamino)-9H-pyrido[2,3-b]indol-3-yl]pyridine-3-carbonitrile NCC=1C(=NN(C1)C1=C(C=NC=2NC3=C(C=C(C=C3C21)F)NC)C=2C=C(C=NC2)C#N)C(F)(F)F